BrC=1N=C(N(N1)C1=NC=C(C=C1)C#N)C(C)NC(C1=CC(=CC(=C1)C(F)(F)F)C(F)F)=O N-[1-[5-bromo-2-(5-cyano-2-pyridyl)-1,2,4-triazol-3-yl]ethyl]-3-(difluoromethyl)-5-(trifluoromethyl)benzamide